BrC1=CC(=CC=2C(=NOC21)C)C2=NC1=C(N2CCCC)C=C(C=C1)N1CCOCC1 7-bromo-5-(1-butyl-6-morpholino-1H-benzo[d]imidazol-2-yl)-3-methylbenzo[d]isoxazole